CS(=O)(=O)C1=CC(=C(C=C1)NCC#CC=1N(C=2C=CC=C(C2C1)N(C)C)CC(F)(F)F)OC 2-{3-[(4-methane-sulfonyl-2-methoxy-phenyl)amino]prop-1-yn-1-yl}-N,N-dimethyl-1-(2,2,2-trifluoroethyl)-1H-indol-4-amine